(S)-2-(((2R,3S,4R,5R)-5-(6-amino-2-chloro-9H-purin-9-yl)-3,4-dihydroxytetrahydrofuran-2-yl)methoxy)-3-phenyl-2-(1H-tetrazol-5-yl)propanic acid NC1=C2N=CN(C2=NC(=N1)Cl)[C@H]1[C@@H]([C@@H]([C@H](O1)CO[C@@](C(=O)O)(CC1=CC=CC=C1)C1=NN=NN1)O)O